(±)-tert-butyl N-[6-[4-[[tert-butyl(dimethyl)silyl]oxymethyl]-3-pyridyl]-3-[(cis-2-fluorocyclopropanecarbonyl) amino]-8-isoquinolyl]carbamate [Si](C)(C)(C(C)(C)C)OCC1=C(C=NC=C1)C=1C=C2C=C(N=CC2=C(C1)NC(OC(C)(C)C)=O)NC(=O)[C@H]1[C@H](C1)F |r|